benzyl-beta-alaninat C(C1=CC=CC=C1)NCCC(=O)[O-]